O[C@@H](C(=O)[O-])CCC1=CC=CC=C1 (R)-2-Hydroxy-4-phenylbutyrat